COC1=C(C=C(C=C1)C(CC)=O)NC1=NC=CC(=N1)NC1=CC=C2C(=NNC2=C1)C 1-[4-methoxy-3-({4-[(3-methyl-1H-indazol-6-yl)amino]-2-pyrimidinyl}amino)phenyl]-1-propanone